CO[Si](CCCNCCN)(OC)OC N'-(gamma-trimethoxysilylpropyl)-ethylenediamine